ClC=1C=C2C=CC(=NC2=NC1)C=1C=C(C=2N(C1)C=C(N2)C)F 6-chloro-2-{8-fluoro-2-methylimidazo[1,2-a]pyridin-6-yl}-1,8-naphthyridine